C(#N)C1=NN(C(=C1)C)C1=C(C=CC(=N1)N1C=NC2=C1C=CC(=C2)N(C(C(C)(C)C)=O)C=2N=NC(=CC2)C)[C@H](C)O N-[1-[6-(3-cyano-5-methyl-pyrazol-1-yl)-5-[(1s)-1-hydroxyethyl]-2-pyridyl]benzimidazol-5-yl]-2,2-dimethyl-N-(6-methylpyridazin-3-yl)propionamide